bromo-4-(dimethylamino)picolinic acid methyl ester COC(C1=NC=CC(=C1Br)N(C)C)=O